COCCNC1=C(C=C(C=C1)[N+](=O)[O-])CC(=O)O 2-(2-((2-methoxyethyl)amino)-5-nitrophenyl)acetic acid